C(C)OC(C1=CC=C(C=C1)C(C1=CC=C(C=C1)Cl)=O)=O.C(C=C)(=O)O (acrylic acid) ethyl-4-(4-chlorobenzoyl)benzoate